(6S)-6-{2-Chloro-3-[1-(2-methoxy-ethyl)-1,2,3-triazol-4-yl]phenyl}-2-imino-6-methyl-3-[(2S,4S)-2-methyltetrahydropyran-4-yl]-hexahydropyrimidin-4-one trifluoroacetic acid salt FC(C(=O)O)(F)F.ClC1=C(C=CC=C1C=1N=NN(C1)CCOC)[C@@]1(CC(N(C(N1)=N)[C@@H]1C[C@@H](OCC1)C)=O)C